bipyrenol C=1(C(=CC2=CC=C3C=CC=C4C=CC1C2=C34)O)C3=CC=C4C=CC2=CC=CC1=CC=C3C4=C21